4α-methylcholesterol C[C@H]1C2=CC[C@H]3[C@@H]4CC[C@H]([C@@H](CCCC(C)C)C)[C@]4(CC[C@@H]3[C@]2(CC[C@@H]1O)C)C